6-bromo-8-(trifluoromethyl)quinazolin-2-amine BrC=1C=C2C=NC(=NC2=C(C1)C(F)(F)F)N